O=C1C(NC=C1)=O dioxodihydropyrrole